C(C)(C)(C)N(C(=O)OCC(C)C=1SC=C(N1)C(F)(F)F)[C@H]1CN(CC1)CC1=CC(=CC=C1)Cl 2-[4-(trifluoromethyl)thiazol-2-yl]propan-1-ol tert-Butyl-(R)-(1-(3-chlorobenzyl)pyrrolidin-3-yl)carbamate